OCCOC1=C(C=CC=C1)C(C)(C1=CC=CC=C1)C1=C(C=CC=C1)OCCO 1,1-bis{(2-hydroxyethoxy)phenyl}-1-phenylethane